(S)-2-amino-3-(4-((2-chloroethyl)(2-hydroxyethyl)amino)phenyl)propanoic acid N[C@H](C(=O)O)CC1=CC=C(C=C1)N(CCO)CCCl